ClC=1C=C(C=C(C1)C=1N(N=C2[C@@H](N(CCC21)C(C2=C(C(=CC(=C2)F)CCC=2N=NNC2)Cl)=O)C)C)C2(CC2)NS(=O)(=O)C N-[1-[3-chloro-5-[(7S)-6-[2-chloro-5-fluoro-3-[2-(1H-triazol-4-yl)ethyl]benzoyl]-2,7-dimethyl-5,7-dihydro-4H-pyrazolo[3,4-c]pyridin-3-yl]phenyl]cyclopropyl]methanesulfonamide